ClC1=CC=C(C(=N1)C(=O)O)N[C@H](C)C=1C=C(C=C2C(C(=C(OC12)C1=NC=CC=C1)C)=O)C 6-Chloro-3-[[(1R)-1-[3,6-dimethyl-4-oxo-2-(2-pyridyl)chromen-8-yl]ethyl]amino]pyridine-2-carboxylic acid